BrC1=C(C=C2CN(C(C2=C1)=O)C1C(NC(CC1)=O)=O)CN1CCN(CC1)C1=CC=C(C=C1)[C@H]1[C@H](COC2=CC(=CC=C12)O)C1=CC=CC=C1 3-(6-bromo-5-((4-(4-((3S,4R)-7-hydroxy-3-phenylchroman-4-yl)phenyl)piperazin-1-yl)methyl)-1-oxoisoindolin-2-yl)piperidine-2,6-dione